5-(bromomethyl)-2-(1-methylethoxy)pyridine BrCC=1C=CC(=NC1)OC(C)C